C(CCCCCCCCCCCCCCC)[N+]1=CN(C=C1)C 3-hexadecyl-1-methyl-imidazolium